4-bromo-N1-ethylbenzene-1,2-diamine CCNC1=C(C=C(C=C1)Br)N